FC(C1=CN(C=2C=NN(C(C21)=O)CC2=CC=C(C=C2)OC)C(CO)C)F 3-(difluoromethyl)-1-(1-hydroxyprop-2-yl)-5-(4-methoxybenzyl)-1,5-dihydro-4H-pyrrolo[2,3-d]pyridazin-4-one